C(C)C(CNC(\C=C\C(=O)O)=O)CCCC N-(2-ethylhexyl)fumaric acid amide